CC(=O)N[C@@H]1[C@H](C[C@@](O[C@H]1[C@@H]([C@@H](CO)O)O)(C(=O)O)O[C@H]2[C@H]([C@H](O[C@H]([C@@H]2O)O[C@@H]3[C@H]([C@@H](O[C@@H]([C@H]3O)CO)O[C@H]4[C@H]([C@@H]([C@H](O[C@@H]4OC[C@@H]5[C@H]([C@@H]([C@@H]([C@@H](O5)O[C@@H]6[C@H](O[C@H]([C@@H]([C@H]6O)NC(=O)C)O[C@@H]7[C@H](OC([C@@H]([C@H]7O)NC(=O)C)O)CO)CO)O)O[C@@H]8[C@H]([C@H]([C@@H]([C@H](O8)CO)O)O)O[C@H]9[C@@H]([C@H]([C@@H]([C@H](O9)CO)O)O[C@H]1[C@@H]([C@H]([C@H]([C@H](O1)CO)O)O[C@@]1(C[C@@H]([C@H]([C@@H](O1)[C@@H]([C@@H](CO)O)O)NC(=O)C)O)C(=O)O)O)NC(=O)C)O)CO)O)O)NC(=O)C)CO)O)O The molecule is a branched amino oligosaccharide comprising a linear trisaccharide of beta-D-mannosyl and two N-acetyl-beta-D-glucosaminyl residues all linked in sequence (1->4), to the mannosyl residue of which are (1->3)- and (1->6)-linked two identical branches consisting of N-acetyl-alpha-neuraminyl, beta-D-galactosyl, N-acetyl-beta-D-glucosaminyl and alpha-D-mannosyl residues linked in a (2->3), (1->3) and (1->2) sequence. It is an amino oligosaccharide and a glucosamine oligosaccharide.